CON(C(=O)C=1C=C(C=CC1)CN1N=C(N=N1)CC=1N=NN(N1)CC=1C=C(C(=O)OC(C)(C)C)C=CC1)C tert-butyl 3-[(5-{[2-({3-[methoxy(methyl)carbamoyl]phenyl} methyl)-2H-1,2,3,4-tetrazol-5-yl]methyl}-2H-1,2,3,4-tetrazol-2-yl)methyl]benzoate